5-Fluoro-6-(2-methoxyethoxy)-3-(3-{4-[2-(morpholin-4-yl)ethoxy]phenyl}-1,2-oxazol-5-yl)-1H-indazole FC=1C=C2C(=NNC2=CC1OCCOC)C1=CC(=NO1)C1=CC=C(C=C1)OCCN1CCOCC1